methyl (1r,4R)-4-(3-chloroanilino)-4'-methyl-2'-[(2R)-2-methyl-3-{[(5R)-5-methyl-5,6,7,8-tetrahydroquinolin-4-yl]oxy}propyl]-2',3'-dihydrospiro[cyclohexane-1,1'-indene]-4-carboxylate ClC=1C=C(NC2(CCC3(C(CC4=C(C=CC=C34)C)C[C@H](COC3=CC=NC=4CCC[C@H](C34)C)C)CC2)C(=O)OC)C=CC1